CN1CCN(CC1)C=1C(=CC=C2C=CC=NC12)C1=CC=C(OC2CCN(CC2)C(=O)OC(C)(C)C)C=C1 tert-Butyl 4-[4-[8-(4-methylpiperazin-1-yl)-7-quinolyl]phenoxy]piperidine-1-carboxylate